ClC=1C(=NC=C(C1Cl)Cl)C(=O)NC(CO)CC(C)C 3,4,5-trichloro-N-(1-hydroxy-4-methylpentan-2-yl)picolinamide